3-(1-{2-[5-(2,3-Dichloro-phenyl)-3-ethyl-2-oxo-3,4-dihydro-2H-pyrimidin-1-yl]-acetyl}-piperidin-4-yl)-1,3,4,5-tetrahydro-benzo[d][1,3]diazepin-2-one ClC1=C(C=CC=C1Cl)C=1CN(C(N(C1)CC(=O)N1CCC(CC1)N1C(NC2=C(CC1)C=CC=C2)=O)=O)CC